2'-amino-3-methoxyflavone NC1=C(C=2OC3=CC=CC=C3C(C2OC)=O)C=CC=C1